C(CCC)N1C(C(CC1)=C)=O 1-n-butyl-3-methylene-2-pyrrolidone